CC1=CC=CC(=N1)C1=C(N=CN1)C=1C=C2C=C(C=NC2=CC1)N1CC2(C1)CC(C2)N 2-[6-[5-(6-methyl-2-pyridyl)-1H-imidazol-4-yl]-3-quinolyl]-2-azaspiro[3.3]heptan-6-amine